CCCCCCCCCCCCCC(=O)OC[C@H](COP(=O)([O-])OCC[N+](C)(C)C)OC(=O)CCCCCCCCCCC/C=C\C/C=C\CCCCC 1-tetradecanoyl-2-(13Z,16Z-docosadienoyl)-glycero-3-phosphocholine